(3S,5S)-3-[(8-carbamoyl-6-{4-[(1-hydroxycyclopropyl)methoxy]phenyl}pyrido[3,2-d]pyrimidin-4-yl)amino]-5-fluoropiperidin-1-carboxylic acid tert-butyl ester C(C)(C)(C)OC(=O)N1C[C@H](C[C@@H](C1)F)NC=1C2=C(N=CN1)C(=CC(=N2)C2=CC=C(C=C2)OCC2(CC2)O)C(N)=O